OC1=CC=C2C=CN(C2=C1)C(=O)OC(C)(C)C tert-Butyl 6-hydroxy-1H-indole-1-carboxylate